N1(CCOCC1)C=1C=C(C=CC1)NS(=O)(=O)C1=CC=C(C=C1)NC(=O)NCC=1C=NC=CC1 1-(4-{[3-(morpholin-4-yl)phenyl]sulfamoyl}phenyl)-3-(pyridin-3-ylmethyl)urea